O[C@@H](C)[C@@H]1[C@@H]2CC[C@H](CN1)N2C(=O)OC(C)(C)C t-butyl (1s,2S,5R)-2-((S)-1-hydroxyethyl)-3,8-diazabicyclo[3.2.1]octane-8-carboxylate